2-(5-bromo-2-methoxyphenyl)-4,4,5,5-tetramethyl-1,3,2-dioxaborolane BrC=1C=CC(=C(C1)B1OC(C(O1)(C)C)(C)C)OC